N-(5-cyclopentylpyrimidin-2-yl)-2-[(1-methyl-1,2,3,4-tetrazol-5-yl)sulfanyl]-5-nitrobenzamide C1(CCCC1)C=1C=NC(=NC1)NC(C1=C(C=CC(=C1)[N+](=O)[O-])SC1=NN=NN1C)=O